N=1C=NN2C1C=C(C=C2)OC2=C(C(=C(C=C2)NC=2C1=C(N=CN2)C=CC(=N1)N1CCN(C2(CC2)C1)C(=O)OC(C)(C)C)F)C tert-butyl 7-(4-((4-([1,2,4]triazolo[1,5-a]pyridin-7-yloxy)-2-fluoro-3-methylphenyl)amino)pyrido[3,2-d]pyrimidin-6-yl)-4,7-diazaspiro[2.5]octane-4-carboxylate